2-bromo-4-{[2,6-difluoro-4-(trifluoromethyl)phenyl]sulfamoyl}-6H-thieno[2,3-b]pyrrole-5-carboxylic acid BrC1=CC2=C(NC(=C2S(NC2=C(C=C(C=C2F)C(F)(F)F)F)(=O)=O)C(=O)O)S1